ClC=1C=C(C=CC1C#N)N1CC2(C[C@@H]1C)CCN(CC2)C2=CC=C(C(=O)N1CCC(CC1)CN1CCN(CC1)C1=CC=C(C(=O)NC3C(NC(CC3)=O)=O)C=C1)C=C2 4-(4-((1-(4-((S)-2-(3-Chloro-4-cyanophenyl)-3-methyl-2,8-diazaspiro[4.5]decan-8-yl)benzoyl)piperidin-4-yl)meth-yl)piperazin-1-yl)-N-(2,6-dioxopiperidin-3-yl)benzamide